O1C(COC2=C1C=CC=C2)C=O benzodioxanecarbaldehyde